3-(6-cyanopyridin-3-yl)-3H-[1,2,3]triazolo[4,5-b]pyridine-6-carboxylic acid methyl ester COC(=O)C=1C=C2C(=NC1)N(N=N2)C=2C=NC(=CC2)C#N